N1,N3-bis(2,2-dimethyl-4-oxothietan-3-yl)isophthalamide CC1(SC(C1NC(C1=CC(C(=O)NC2C(SC2=O)(C)C)=CC=C1)=O)=O)C